C(C)(C)(C)OC(=O)N1CC2(C1)N(CCC2)CCCl 5-(2-chloroethyl)-2,5-diazaspiro[3.4]octane-2-carboxylic acid tert-butyl ester